C(C)C(C=O)\C=C(/C\C=C\C)\CC (3Z,6E)-2,4-diethyl-3,6-octadienal